COC1=C(C=C(C(=N1)C=1CCNCC1)C=1C=NN(C1)C)[N+](=O)[O-] 6-methoxy-3-(1-methyl-1H-pyrazol-4-yl)-5-nitro-1',2',3',6'-tetrahydro-2,4'-bipyridine